3-(5-(1-Benzylpyrrolidin-3-yl)-1-oxoisoindolin-2-yl)piperidine-2,6-dione C(C1=CC=CC=C1)N1CC(CC1)C=1C=C2CN(C(C2=CC1)=O)C1C(NC(CC1)=O)=O